tert-butyl 2'-(quinolin-3-yl)-5',6'-dihydrospiro[piperidine-4,4'-pyrrolo[1,2-b]pyrazole]-1-carboxylate N1=CC(=CC2=CC=CC=C12)C=1C=C2N(N1)CCC21CCN(CC1)C(=O)OC(C)(C)C